CC=1C=NC2=CC=CC=C2C1 3-methylquinolin